P(=O)(OC[C@@H]1O[C@H](CC1)N1C(NC(C=C1)=O)=O)(OCCCC)O.[Co] cobalt ((2R,3S,5R)-5-(2,4-dioxopyrimidin-1(2H)-yl)-tetrahydrofuran-2-yl)-methyl butyl hydrogen phosphate